ClC=1N=C2C(=NC1)N(C=C2C2=NC(=C(C(=N2)N[C@@H]2[C@H](C1CCC2CC1)C(=O)O)F)C=1SC=CC1)CC(C1=NC=CC=C1)=O (2S,3S)-3-((2-(2-chloro-5-(2-oxo-2-(pyridin-2-yl)ethyl)-5H-pyrrolo[2,3-b]pyrazin-7-yl)-6-(thiophen-2-yl)-5-fluoropyrimidin-4-yl)amino)bicyclo[2.2.2]octane-2-carboxylic acid